1,3-divinyl-1,3-diphenyl-1,3-dimethyl-disilazane C(=C)[Si](N[Si](C)(C1=CC=CC=C1)C=C)(C)C1=CC=CC=C1